ClC1=NN(C(=C1[N+](=O)[O-])C)C1COCCC1 3-chloro-5-methyl-4-nitro-1-(tetrahydro-2H-pyran-3-yl)-1H-pyrazole